ClC1=C(C=CC(=C1F)F)C1N=C(NC(=C1C(=O)OCC)C1CCC(CC1)C=1C(=NN(C1)CCC(=O)OC)C)C=1SC=CN1 ethyl 4-(2-chloro-3,4-difluorophenyl)-6-(4-(1-(3-methoxy-3-oxopropyl)-3-methyl-1H-pyrazol-4-yl)cyclohexyl)-2-(thiazol-2-yl)-1,4-dihydropyrimidine-5-carboxylate